2-hydroxy-3-methoxy-5-(1-(2-morpholinoethyl)-1H-pyrazol-4-yl)benzaldehyde OC1=C(C=O)C=C(C=C1OC)C=1C=NN(C1)CCN1CCOCC1